biindane C1CC2=CC=CC=C2C1C3CCC4=CC=CC=C34